C1(CCC1)CN[C@H]1CN(CCC1)C1=CC=C(C=C1)C(C)N1N=NC(=C1)C=1C=NC=C(C1)OC (3R)-N-(cyclobutylmethyl)-1-(4-(1-(4-(5-methoxypyridin-3-yl)-1H-1,2,3-triazol-1-yl)ethyl)phenyl)piperidin-3-amine